(1-methoxycyclopropylmethoxy)pyridin COC1(CC1)COC1=NC=CC=C1